C(C)(=O)NC1=CC=C(C=C1)C[C@H]1N(CCN(C1=O)C=1N=C2N(C=CC=C2)C1)C(=O)OCC1=CC=CC=C1 benzyl (2R)-2-[(4-acetamidophenyl)methyl]-4-imidazo[1,2-a]pyridin-2-yl-3-oxo-piperazine-1-carboxylate